4-fluoro-N-methylpiperidine-4-carboxamide FC1(CCNCC1)C(=O)NC